CN1N=C(C(=C1)C1=C2C(=NC=C1)C(=NN2C2CN(C2)C(C(=C)F)=O)C2=CC=C(C=C2)C(F)(F)F)C 1-(3-(7-(1,3-dimethyl-1H-pyrazol-4-yl)-3-(4-(trifluoromethyl)phenyl)-1H-pyrazolo[4,3-b]pyridin-1-yl)azetidin-1-yl)-2-fluoroprop-2-en-1-one